N[C@H]1[C@H](N(CC1)C1=NC(=CC(=C1C#N)C(F)(F)F)C)C(=O)N(C)C1=CC=C(C=C1)F (2S,3R)-3-amino-1-[3-cyano-6-methyl-4-(trifluoromethyl)-2-pyridyl]-N-(4-fluorophenyl)-N-methyl-pyrrolidine-2-carboxamide